ClC1=NC(=CC(=N1)N1CCOCC1)N1N=C(C=C1)C1=CC(=CC=C1)C 4-[2-chloro-6-[3-(3-methylphenyl)-1H-pyrazol-1-yl]pyrimidin-4-yl]morpholine